(R)-N-[(1R)-1-(5-fluoro-3,6-dimethyl-4-oxo-2-tetrahydropyran-4-yl-quinazolin-8-yl)ethyl]-2-methyl-propane-2-sulfinamide FC1=C2C(N(C(=NC2=C(C=C1C)[C@@H](C)N[S@](=O)C(C)(C)C)C1CCOCC1)C)=O